O[C@H]1[C@@H](N(CC1)C(=O)OC(C)(C)C)C(=O)OC 1-(tert-butyl) 2-methyl (2R,3R)-3-hydroxypyrrolidine-1,2-dicarboxylate